2,6-dicyclopropyl-N-(3-(3-((4-methyl-4H-1,2,4-triazol-3-yl)methyl)oxetan-3-yl)phenyl)pyrimidine-4-carboxamide C1(CC1)C1=NC(=CC(=N1)C(=O)NC1=CC(=CC=C1)C1(COC1)CC1=NN=CN1C)C1CC1